aluminum ethylacetate C(C)OC(C)=O.[Al]